2-myristoyl-sn-glycerol C(CCCCCCCCCCCCC)(=O)OC(CO)CO